[(Dimethyl-amino)-1H-1,2,3-triazolo-[4,5-b]pyridin-1-ylmethylene]-N-methylmethanaminium hexafluorophosphate F[P-](F)(F)(F)(F)F.CN(C)C(N1N=NC2=NC=CC=C21)=C[NH2+]C